2-((5-(4-(tert-butyl)phenyl)-1-cyclopropyl-1H-1,2,4-triazol-3-yl)methyl)octahydrocyclopenta[c]pyrrole C(C)(C)(C)C1=CC=C(C=C1)C1=NC(=NN1C1CC1)CN1CC2C(C1)CCC2